(methoxymethyl)-1H-indazol COCN1N=CC2=CC=CC=C12